4-trifluoromethoxybenzenesulphonate FC(OC1=CC=C(C=C1)S(=O)(=O)[O-])(F)F